N-(9-propyl-3-oxa-9-azabicyclo[3.3.1]nonan-7-yl)-2,3-dihydro-1H-pyrrolo[1,2-a]indole-9-carboxamide formate C(=O)O.C(CC)N1C2COCC1CC(C2)NC(=O)C2=C1N(C=3C=CC=CC23)CCC1